OC(C=O)C(C(C(C)O)O)O 2,3,4,5-tetrahydroxyhexanal